Isopropyl-stearat C(C)(C)OC(CCCCCCCCCCCCCCCCC)=O